Cl.C1(=CC=C(C=C1)N1C(N(C2=NC(=CC=C21)C(=O)OC)[C@@H]2CNCC2)=O)C2=CC=CC=C2 Methyl (S)-1-([1,1'-biphenyl]-4-yl)-2-oxo-3-(pyrrolidin-3-yl)-2,3-dihydro-1H-imidazo[4,5-b]pyridine-5-carboxylate hydrochloride